OC(CCCCCCCCCCCCCCCCC)OC(CCCCCCCCCCCCCCCCC)O (1-hydroxyoctadecyl) ether